2-amino-3-chloropyridin-4-thiolate NC1=NC=CC(=C1Cl)[S-]